tert-Butyl 4-(1-((3-fluorophenyl)sulfonyl)-3-oxocyclobutyl)piperidine-1-carboxylate FC=1C=C(C=CC1)S(=O)(=O)C1(CC(C1)=O)C1CCN(CC1)C(=O)OC(C)(C)C